C(=O)O.C(C)NC(N)=O 3-ethylurea formate